1-cyclohexyl-5-((2S,3R,4S,5R)-3,4-dihydroxy-5-(hydroxymethyl)tetrahydrofuran-2-yl)pyrimidine C1(CCCCC1)N1CN=CC(=C1)[C@@H]1O[C@@H]([C@H]([C@H]1O)O)CO